[Si]([O-])([O-])(O)O.[Ba+2].C(C)(C)(C)N1C(N(C(C1)C(C(=O)NC=1C=CC=C2C=CC=NC12)CC1=CC(=CC=C1)OC)C(C)(C)C)=O 2-(1,3-di-tert-butyl-2-oxoimidazolidin-4-yl)-3-(3-methoxyphenyl)-N-(quinolin-8-yl)propanamide Monobarium silicate